(5-(2,5-dichloropyrimidin-4-yl)thiazol-2-yl)cyclopropane-1-carbonitrile ClC1=NC=C(C(=N1)C1=CN=C(S1)C1(CC1)C#N)Cl